OC1=CC=C(S1)C(C)=O 1-(5-Hydroxythiophen-2-yl)ethan-1-one